3,3-difluorocyclobutanenitrile FC1(CC(C1)C#N)F